(1aSR,3RS,7bSR)-5-chloro-3-((6-chloro-5-(hydroxymethyl)-2-(methylthio)pyrimidin-4-yl)methyl)-1a,2,3,7b-tetrahydro-1H-cyclopropa[a]naphthalen-3-ol ClC=1C=C2[C@](C[C@H]3[C@@H](C2=CC1)C3)(O)CC3=NC(=NC(=C3CO)Cl)SC |r|